NC1=C(C(=NC(=C1Cl)F)OC(C(=O)OCC1OCCC1)C)Cl tetrahydrofuran-2-ylmethyl 2-[(4-amino-3,5-dichloro-6-fluoro-2-pyridyl)oxy]propanoate